OC[C@H](C)N1C=NC2=C(C1=O)C=C(N=C2N2C=NC=C2)C2=NC=C(C=C2)C(F)(F)F (S)-3-(1-hydroxy-propan-2-yl)-8-(1H-imidazol-1-yl)-6-(5-(trifluoromethyl)pyridin-2-yl)pyrido[3,4-d]pyrimidin-4(3H)-one